C1(CC1)C1=C(C(=C(C=C1)C1=C(C2=C(N=N1)N(C=N2)[C@H]2CN(CCC2)C)C)OC)F (R)-3-(4-cyclopropyl-3-fluoro-2-methoxyphenyl)-4-methyl-7-(1-methylpiperidin-3-yl)-7H-imidazo[4,5-c]pyridazine